(P)-3-bromo-4-((3-fluoropyridin-2-yl)methoxy)-6''-(2-hydroxypropan-2-yl)-5',6-dimethyl-2H-[1,4':2',2''-terpyridin]-2-one BrC=1C(N(C(=CC1OCC1=NC=CC=C1F)C)C1=CC(=NC=C1C)C1=NC(=CC=C1)C(C)(C)O)=O